rac-5-((5-(5-chloropyridin-2-yl)oxazol-2-yl)amino)-N-((2,2-dimethyl-1,3-dioxolan-4-yl)methyl)picolinamide ClC=1C=CC(=NC1)C1=CN=C(O1)NC=1C=CC(=NC1)C(=O)NC[C@H]1OC(OC1)(C)C |r|